FC=1C=C(C=C(C1)F)[C@@H]1CC[C@H]2OC3(C(N21)=O)CC(C3)O[C@H](C)C3=NC=C(C=C3)F (1R,3R,5'S,7a'R)-5'-(3,5-difluorophenyl)-3-((S or R)-1-(5-fluoropyridin-2-yl)ethoxy)tetrahydro-3'H-spiro[cyclobutane-1,2'-pyrrolo[2,1-b]oxazol]-3'-one